C(C1=CC=CC=C1)C1(CC1)S(=O)(=O)N benzyl-cyclopropanesulfonamide